6-bromo-2-chloro-N-((3-(dibenzylamino)oxetan-3-yl)methyl)quinazolin-4-amine BrC=1C=C2C(=NC(=NC2=CC1)Cl)NCC1(COC1)N(CC1=CC=CC=C1)CC1=CC=CC=C1